ClC=1C=C(C=2CC[C@H](C2C1)O)S(=O)(=O)NC1=C(C(=C(C=C1)F)C=1C=C2C=NC(=NC2=C(C1)CC)NC1CCC(CC1)N)F (1R)-6-chloro-N-[3-(8-ethyl-2-{[(1R,4R)-4-aminocyclohexyl]amino}quinazolin-6-yl)-2,4-difluorophenyl]-1-hydroxy-2,3-dihydro-1H-indene-4-sulfonamide